CC=1C=C(OC1)[C@H]1N(OCC1)C(=O)C1CCN(CC1)C1=NC=CC(=N1)C#N (S)-2-(4-(3-(4-Methylfuran-2-yl)isoxazolidine-2-carbonyl)piperidin-1-yl)pyrimidine-4-carbonitrile